N[C@@H](CO)CC=1C=C2C(=NC(=NN2C1Cl)Cl)NCC=1SC=CC1 (R)-2-amino-3-(2,7-dichloro-4-((thiophen-2-ylmethyl)amino)pyrrolo[2,1-f][1,2,4]triazin-6-yl)propan-1-ol